Methyl-2-((2-Amino-9-((2R,3S,4S,5R)-4-fluoro-3-hydroxy-5-(hydroxymethyl)tetrahydrofuran-2-yl)-6,8-dioxo-1,6,8,9-tetrahydro-7H-purin-7-yl)methyl)benzoat COC(C1=C(C=CC=C1)CN1C(N(C=2N=C(NC(C12)=O)N)[C@@H]1O[C@@H]([C@H]([C@H]1O)F)CO)=O)=O